3-(3-(2-amino-5-cyano-pyridin-4-yl)-1H-pyrazolo[3,4-b]pyrazin-6-yl)-8-azaspiro-[4.5]decan-1-amine NC1=NC=C(C(=C1)C1=NNC2=NC(=CN=C21)C2CC(C1(C2)CCNCC1)N)C#N